CC1=CC2=CC3=CC(=CC=C3OC2=CC1)C 2,7-dimethyl-3H-xanthen